FC(OC1=C(C=CC=C1)CN1CC(N(C(C1)C)C(C(C)C)=O)C(=O)NCC1=CC=C(C=C1)C=1OC=CC1)F 4-{[2-(difluoromethoxy)phenyl]methyl}-N-{[4-(furan-2-yl)phenyl]methyl}-6-methyl-1-(2-methylpropanoyl)piperazine-2-carboxamide